ClC1=C(C(=O)O)C=CC(=C1OC)F 2-Chloro-4-fluoro-3-methoxybenzoic acid